4-((3-(4-(difluoromethoxy)phenyl)imidazo[1,2-a]pyrazin-8-yl)amino)-2-vinylbenzoic acid FC(OC1=CC=C(C=C1)C1=CN=C2N1C=CN=C2NC2=CC(=C(C(=O)O)C=C2)C=C)F